(4-(4-methylthiazol-5-yl)benzyl)pyrrolidine-2-carboxamide CC=1N=CSC1C1=CC=C(CN2C(CCC2)C(=O)N)C=C1